20-Hydroxy-triacontanoic acid OC(CCCCCCCCCCCCCCCCCCC(=O)O)CCCCCCCCCC